4-(3-Cyano-2-hydroxy-5-o-tolyloxy-phenyl)-4-oxo-butyric acid C(#N)C=1C(=C(C=C(C1)OC1=C(C=CC=C1)C)C(CCC(=O)O)=O)O